[S].CC1(CC=NO1)C 5,5-dimethyl-4,5-dihydroisoxazole sulfur